(3-chlorobenzyl)-6-(3,5-dimethylisoxazol-4-yl)-2-(1-(oxetane-3-Yl)-1H-pyrazol-4-yl)quinazolin-4-amine ClC=1C=C(CC2=C3C(=NC(=NC3=CC=C2C=2C(=NOC2C)C)C=2C=NN(C2)C2COC2)N)C=CC1